COC(=O)C1=NC(=C(N=C1N)C1=NC=CC=C1)C=1C=CC=2N(C1)C(=CN2)C 3-amino-6-[3-methylimidazo[1,2-a]pyridin-6-yl]-5-(pyridin-2-yl)pyrazine-2-carboxylic acid methyl ester